tert-butyl 2-(4-(1-(2,6-dioxopiperidin-3-yl)-3-methyl-2-oxo-2,3-dihydro-1H-benzo[d]imidazol-5-yl)-3-fluorophenyl)acetate O=C1NC(CCC1N1C(N(C2=C1C=CC(=C2)C2=C(C=C(C=C2)CC(=O)OC(C)(C)C)F)C)=O)=O